N-(5,8-difluoro-1-oxo-4-phenylphthalazin-2(1H)-yl)-2-(4-fluorophenyl)acetamide FC1=C2C(=NN(C(C2=C(C=C1)F)=O)NC(CC1=CC=C(C=C1)F)=O)C1=CC=CC=C1